C1(CCC1)C[C@H](N)C(=O)O β-cyclobutyL-Alanine